P(=O)(OCCOCCCCCCCCCCCCCCCC(F)(F)F)(O)O 2-(16,16,16-trifluorohexadecoxy)ethyl dihydrogen phosphate